methyl (1R,3S,4aR,4bS,6R,8aR,10aR)-3-acetoxy-6-(benzofuran-3-yl)-10a-methyl-4,8-dioxotetradecahydrophenanthrene-1-carboxylate C(C)(=O)O[C@H]1C[C@H]([C@@]2(CC[C@H]3C(C[C@@H](C[C@@H]3[C@H]2C1=O)C1=COC2=C1C=CC=C2)=O)C)C(=O)OC